cyclopentanone ethylene ketal C1COC2(CCCC2)O1